N1(CCCC1)CC1=CC=C(C=C1)CN1C=NC=2C(=NC=3C=CC=CC3C21)N 1-((4-((pyrrolidin-1-yl)methyl)phenyl)methyl)-1H-imidazo[4,5-c]Quinolin-4-amine